N-((1R,3s,5S)-8-(4-Chlorobenzyl)-8-azabicyclo[3.2.1]octan-3-yl)-1H-indol-6-carboxamid ClC1=CC=C(CN2[C@H]3CC(C[C@@H]2CC3)NC(=O)C3=CC=C2C=CNC2=C3)C=C1